5-(6-(methoxymethyl)pyridin-3-yl)-2-(2-methylpyridin-4-yl)-1H-indole COCC1=CC=C(C=N1)C=1C=C2C=C(NC2=CC1)C1=CC(=NC=C1)C